C(C1=CC=CC=C1)OC(=O)N1CCC(CC1)OC=1C=C(C=C(C1)F)N1C[C@@H]2[C@H](C1)CN(C2)C(=O)OC(C)(C)C tert-butyl (3aR,6aS)-5-(3-((1-((benzyloxy)carbonyl)piperidin-4-yl)oxy)-5-fluorophenyl)hexahydropyrrolo[3,4-c]pyrrole-2(1H)-carboxylate